CC(=O)C(CS)(C(=O)O)NC(=O)C N,N'-diacetylcysteine